C(C)OC(=O)C1N(CC2=CC=C(C(=C2C1)OCC1=CC=CC=C1)OC)C=1OC2=C(N1)C(=CC=C2)C 5-(benzyloxy)-6-methoxy-2-(4-methylbenzo[d]oxazol-2-yl)-1,2,3,4-tetrahydroisoquinoline-3-carboxylic acid ethyl ester